NC=1C(=C(C(=CC1)Cl)CC(=O)OC)Cl methyl 2-(3-amino-2,6-dichlorophenyl)acetate